ClC1=C(C=CC=C1)C1N(CCC1)C1=NC=C(C(=C1)F)I 2-(2-(2-chlorophenyl)pyrrolidin-1-yl)-4-fluoro-5-iodopyridine